C1C=2N(C(N1)=O)C=CC2 pyrrolo[1,2-c]imidazol-3(2H)-one